C1(=CC=CC=C1)C=1N=C(SC1C(=O)N)NC1=C(C=CC=C1)F 4-phenyl-2-(2-fluorophenyl)aminothiazole-5-carboxamide